1-(4-(1-((1-(3-(4-(4-amino-3-(4-phenoxyphenyl)-1H-pyrazolo[3,4-d]pyrimidin-1-yl)piperidin-1-yl)propyl)piperidin-4-yl)methyl)piperidin-4-yl)phenyl)dihydropyrimidine-2,4(1H,3H)-dione NC1=C2C(=NC=N1)N(N=C2C2=CC=C(C=C2)OC2=CC=CC=C2)C2CCN(CC2)CCCN2CCC(CC2)CN2CCC(CC2)C2=CC=C(C=C2)N2C(NC(CC2)=O)=O